ClC=1C=CC(=C(C1)C1=CC(=C(N=N1)C)NC1=C2C(=NC=C1)NC(=C2)C(=O)NCCN2CCN(CC2)C)F 4-{[6-(5-Chloro-2-Fluorophenyl)-3-Methylpyridazin-4-yl]Amino}-N-[2-(4-Methylpiperazin-1-yl)Ethyl]-1h-Pyrrolo[2,3-B]Pyridine-2-Carboxamid